N-allyl-N-[[4-[5-(trifluoromethyl)-1,2,4-oxadiazol-3-yl]phenyl]-methyl]-propanamide C(C=C)N(C(CC)=O)CC1=CC=C(C=C1)C1=NOC(=N1)C(F)(F)F